N1=CC(=CC=C1)C#CC1=NN(C=C1N)COCC[Si](C)(C)C 3-(pyridin-3-ylethynyl)-1-((2-(trimethylsilyl)ethoxy)methyl)-1H-pyrazol-4-amine